C(C1=CC=CC=C1)NC=1SC2=C(N1)CC[C@@]1([C@H]3CC[C@]/4([C@H]([C@@H]3CC=C12)CC\C4=N/O)C)C (5aR,5bS,7aS,10aS,10bR,E)-2-(benzylamino)-5a,7a-dimethyl-4,5,5a,5b,6,7,7a,9,10,10a,10b,11-dodecahydro-8H-cyclopenta[7,8]phenanthro[2,1-d]thiazol-8-one oxime